formyl-piperidine C(=O)N1CCCCC1